NC1=NC2=CC(=CC=C2C(=N1)N[C@@H]1C[C@@H]2C[C@@H]([C@H]1C2)O)C2=CC=NN2 (1S,2S,4R,6R)-6-((2-amino-7-(1H-pyrazol-5-yl)quinazolin-4-yl)amino)bicyclo[2.2.1]heptan-2-ol